ClC=1C=C(C=NC1N1N=CC=N1)NC(C1=CN=CC(=C1C)C1=C2C=CNC(C2=CC=C1)=O)=O N-(5-chloro-6-(2H-1,2,3-triazol-2-yl)pyridin-3-yl)-4-methyl-5-(1-oxo-1,2-dihydroisoquinolin-5-yl)nicotinamide